(1R*,2R*)-2-((3-((1-(4-chlorophenyl)-2-(5-fluoro-6-(trifluoromethoxy)indolin-1-yl)-2-oxoethyl)amino)-5-methoxyphenoxy)methyl)-cyclopropanecarboxylic acid ClC1=CC=C(C=C1)C(C(=O)N1CCC2=CC(=C(C=C12)OC(F)(F)F)F)NC=1C=C(OC[C@H]2[C@@H](C2)C(=O)O)C=C(C1)OC |o1:31,32|